N(=C=O)C1=C(C=C(C=C1)C1=CC(=C(C=C1)N=C=O)C)C 4,4'-Diisocyanato-3,3'-dimethylbiphenyl